methyl 3-chloro-6-methoxy-5-methyl-pyrazine-2-carboxylate ClC=1C(=NC(=C(N1)C)OC)C(=O)OC